(1R,2S)-1-(5-chloropyrimidin-2-yl)-N-(4-(2,6-dimethoxyphenyl)-5-((S)-2,2-dimethylcyclopropyl)-4H-1,2,4-triazol-3-yl)-1-methoxypropane-2-sulfonamide ClC=1C=NC(=NC1)[C@H]([C@H](C)S(=O)(=O)NC1=NN=C(N1C1=C(C=CC=C1OC)OC)[C@@H]1C(C1)(C)C)OC